(E)-2-[[3-methoxy-4-(difluoromethoxy)phenyl-1-oxo-2-propenyl]amino]benzoic acid COC=1C=C(C=CC1OC(F)F)/C=C/C(=O)NC1=C(C(=O)O)C=CC=C1